tert-butyl 4-[5-(2-methoxy-2-oxoethyl)pyridin-2-yl]piperazine-1-carboxylate COC(CC=1C=CC(=NC1)N1CCN(CC1)C(=O)OC(C)(C)C)=O